C(C)N1[C@@H](CCC1)CN (S)-1-ethyl-2-(aminomethyl)pyrrolidine